(1,5-dimethyl-1H-imidazol-4-yl)-N-(1-(methylsulfonyl)piperidin-4-yl)-5-(trifluoromethyl)pyrimidin-2-amine CN1C=NC(=C1C)C1=NC(=NC=C1C(F)(F)F)NC1CCN(CC1)S(=O)(=O)C